COC1=CC(=CC(=C1O)OC)[C@@H]2[C@H]([C@@H](CC3=CC(=C(C(=C23)OC)O)OC)CO)CO[C@H]4[C@@H]([C@H]([C@@H]([C@H](O4)CO)O)O)O The molecule is a lignan that is (+)-lyoniresinol substituted by a beta-D-glucopyranosyl moiety at position 3 via a glycosidic linkage. Isolated from the root barks of Stemmadenia minima and Lycium chinense, it exhibits antimicrobial activities. It has a role as a metabolite, an antibacterial agent and an antifungal agent. It is a beta-D-glucoside, a dimethoxybenzene, a lignan, a primary alcohol, a monosaccharide derivative, a polyphenol and a member of tetralins. It derives from a (+)-lyoniresinol.